C1(CCCC1)C1=C(C(=NN1C1=CC=C(C=C1)OC(F)F)C)C(=O)NC1=CC(=CC=C1)C(C)(F)F 5-cyclopentyl-N-[3-(1,1-difluoroethyl)phenyl]-1-[4-(difluoromethoxy)phenyl]-3-methyl-pyrazole-4-carboxamide